8-(1-(cyclopropylmethyl)-1H-pyrazol-4-yl)-6-(2,6-dichloro-3,5-dimethoxyphenyl)-2-(methylthio)pyrido[3,4-d]pyrimidine C1(CC1)CN1N=CC(=C1)C1=NC(=CC2=C1N=C(N=C2)SC)C2=C(C(=CC(=C2Cl)OC)OC)Cl